myristic acid sodium salt [Na+].C(CCCCCCCCCCCCC)(=O)[O-]